2-naphthol pivalate C(C(C)(C)C)(=O)OC1=CC2=CC=CC=C2C=C1